C(#N)[C@H]1N(CSC1)C(CNC(=O)C1=CC=NC2=CC=C(C=C12)N1CC(C1)CC(F)F)=O (R)-N-(2-(4-Cyanothiazolidin-3-yl)-2-oxoethyl)-6-(3-(2,2-difluoroethyl)azetidin-1-yl)-quinoline-4-carboxamide